CC1CC(C1)(C1=NN=CN1C)C=1C=C(C=CC1)C=1OC2=C(N1)C=C(C=C2C(F)(F)F)C(=O)OC Methyl 2-(3-((1s,3s)-3-methyl-1-(4-methyl-4H-1,2,4-triazol-3-yl)cyclobutyl)phenyl)-7-(trifluoromethyl)benzo[d]oxazole-5-carboxylate